CC1=CC=CC(=N1)N1N=CC=C1C1=CC2=C(N=CS2)C=C1 6-(1-(6-methylpyridin-2-yl)-1H-pyrazol-5-yl)benzo[d]thiazole